FC=1C=CC2=C(N=C(O2)N)C1 (5-fluoro-1,3-benzoxazol-2-yl)amine